OC1=NOC(=C1)C(=O)N(C)C(C(NC1=CC=C(C=C1)[Si](C)(C)C)=O)C1=CC(=C(C=C1)OC)C 3-hydroxy-N-(1-(4-methoxy-3-methylphenyl)-2-oxo-2-((4-(trimethylsilyl)phenyl)amino)ethyl)-N-methyl-1,2-oxazole-5-carboxamide